NCCCC[C@@H](C(=O)O)NC(=O)OC(C)(C)C (S)-6-amino-2-((t-butoxycarbonyl)amino)hexanoic acid